lead-zinc-arsenic [As].[Zn].[Pb]